N1(CCCC1)CC=1C=NC=2N(C1)N=CC2C2=CC(=NC=C2)C(F)(F)F 6-(Pyrrolidin-1-ylmethyl)-3-(2-(trifluoromethyl)pyridin-4-yl)pyrazolo[1,5-a]pyrimidine